N-(7-(cyclopropylmethyl)-7-azaspiro[3.5]nonan-2-yl)-N-phenylfuran-3-carboxamide hydrochloride Cl.C1(CC1)CN1CCC2(CC(C2)N(C(=O)C2=COC=C2)C2=CC=CC=C2)CC1